1,1,1-trifluoro-N-(4-[5-fluoro-2-(trifluoromethyl)phenyl]-4-{[4-(trifluoromethyl)phenyl]sulfonyl}cyclohexyl)methanesulfonamide FC(S(=O)(=O)NC1CCC(CC1)(S(=O)(=O)C1=CC=C(C=C1)C(F)(F)F)C1=C(C=CC(=C1)F)C(F)(F)F)(F)F